N1(N=CC=C1)C1=CC=C(C=N1)N1C(N(C2=C(C1=O)C(=C(S2)C2=CC=C(C=C2)[N+](=O)[O-])CN(C)C)CC2=C(C=CC=C2F)F)=O 3-(6-(1H-pyrazol-1-yl)pyrid-3-yl)-1-(2,6-difluorobenzyl)-5-((dimethyl-amino)methyl)-6-(4-nitrophenyl)thieno[2,3-d]pyrimidine-2,4(1H,3H)-dione